(S)-2-(chloromethyl)-4-fluoro-1-(oxetan-2-ylmethyl)-1H-benzo[d]imidazole-6-carboxylic acid methyl ester COC(=O)C=1C=C(C2=C(N(C(=N2)CCl)C[C@H]2OCC2)C1)F